C(C1=CC=CC=C1)OC1=NC(=CC=C1C1=NN(C2=CC(=CC=C12)N1CCC(CC1)C(C)(C)N1CCN(CC1)C(=O)OC(C)(C)C)C)OCC1=CC=CC=C1 tert-butyl 4-(2-(1-(3-(2,6-bis(benzyloxy)pyridin-3-yl)-1-methyl-1H-indazol-6-yl)piperidin-4-yl)propan-2-yl)piperazine-1-carboxylate